4-bromo-1-(trifluoromethyl)benzene BrC1=CC=C(C=C1)C(F)(F)F